8-ISOPROPYL-6-METHYL-BICYCLO[2.2.2]OCT-5-ENE C(C)(C)C1CC2CCC1C=C2C